3-[(4-fluorophenoxy)methyl]-4-methyl-2-[6-methyl-3-(1H-1,2,4-triazol-1-yl)pyridine-2-carbonyl]-2-azabicyclo[3.1.1]heptane FC1=CC=C(OCC2N(C3CC(C2C)C3)C(=O)C3=NC(=CC=C3N3N=CN=C3)C)C=C1